2-[7-(4-aminocyclohexen-1-yl)-2,3-dihydrobenzofuran-5-yl]-N4,6-dimethyl-pyrimidine-2,4-diamine NC1CC=C(CC1)C1=CC(=CC=2CCOC21)C2(NC(=CC(=N2)NC)C)N